FC1=C(C=C(C=C1)NC(C1=NC(=CC=C1)C(F)(F)F)=O)N1N=NC(=C1)C=1C=NC=C(C1)N1CCN(CC1)C N-(4-fluoro-3-(4-(5-(4-methylpiperazin-1-yl)pyridin-3-yl)-1H-1,2,3-triazol-1-yl)phenyl)-6-(trifluoromethyl)picolinamide